CC=1C=CC=C2N(CCN(C12)C(=O)OC(C)(C)C)C=1C(N2CCCOCCOC=3C=CC=C(NC4=NC=C(C1)C2=N4)C3)=O tert-butyl 8-methyl-4-(16-oxo-8,11-dioxa-2,15,21,22-tetrazatetracyclo[13.6.2.13,7.019,23]tetracosa-1(21),3,5,7(24),17,19,22-heptaen-17-yl)-2,3-dihydroquinoxaline-1-carboxylate